BrC1=NO[C@@H](C1)C1=NC=C(C=C1C1=C(C=CC=C1F)F)C 2-[(5S)-3-bromo-4,5-dihydro-1,2-oxazol-5-yl]-3-(2,6-difluorophenyl)-5-methylpyridine